methyl 2-((1-(4-(trifluoromethyl)phenyl)-1,2,3,4-tetrahydro-1,5-naphthyridin-3-yl)oxy)acetate FC(C1=CC=C(C=C1)N1CC(CC2=NC=CC=C12)OCC(=O)OC)(F)F